2-([5-(1-ethyl-1H-indazol-6-yl)-1-[2-(pyrrolidin-1-yl)phenyl]-1H-pyrazol-3-yl]-methoxy)-2-methylpropanoic acid C(C)N1N=CC2=CC=C(C=C12)C1=CC(=NN1C1=C(C=CC=C1)N1CCCC1)COC(C(=O)O)(C)C